OCC(C(=O)OCC#C)(C)CO Propargyl 2,2-bis(hydroxyl-methyl)propionate